NC=1C2=C(N=CN1)C(=CN2C2=CC=C(CNC(C1=C(C=CC(=C1)F)OC)=O)C=C2)C2CCN(CC2)C(C(C)C)=O N-(4-(4-amino-7-(1-isobutyrylpiperidin-4-yl)-5H-pyrrolo[3,2-d]pyrimidin-5-yl)benzyl)-5-fluoro-2-methoxybenzamide